NC([C@H](CCC(=O)OC(C)(C)C)N1C(C2=CC=C(C=C2C1)C[C@@H]1[C@H](CCC(C1)=C)NC(=O)OC(C)(C)C)=O)=O tert-butyl (S)-5-amino-4-(5-(((1R,2S)-2-((tert-butoxycarbonyl)amino)-5-methylenecyclohexyl)methyl)-1-oxoisoindolin-2-yl)-5-oxopentanoate